N-methyl-1,1-dioxo-N-[(1S)-2,2,2-trifluoro-1-[4-[[4-(1-hydroxyethyl)-6-methoxy-1,5-naphthyridin-3-yl]amino]phenyl]ethyl]thiane-4-carboxamide CN(C(=O)C1CCS(CC1)(=O)=O)[C@H](C(F)(F)F)C1=CC=C(C=C1)NC=1C=NC2=CC=C(N=C2C1C(C)O)OC